1,2,3,4-cyclohexantetraol C1(C(C(C(CC1)O)O)O)O